lithium diphenylphosphonate C1(=CC=CC=C1)OP(OC1=CC=CC=C1)=O.[Li]